6-(3-Fluoro-5-isobutoxyphenyl)-N-(2-pyridylsulfonyl)-2-[(4S)-2,2,4-trimethylpyrrolidin-1-yl]pyridin-3-carboxamid FC=1C=C(C=C(C1)OCC(C)C)C1=CC=C(C(=N1)N1C(C[C@@H](C1)C)(C)C)C(=O)NS(=O)(=O)C1=NC=CC=C1